7-(Azidomethyl)-4-bromo-6-fluoro-1-((2-(trimethylsilyl)ethoxy)methyl)-1H-indazole N(=[N+]=[N-])CC=1C(=CC(=C2C=NN(C12)COCC[Si](C)(C)C)Br)F